7-methoxy-4-trifluoromethylcoumarin COC1=CC=C2C(=CC(OC2=C1)=O)C(F)(F)F